C(C(C)CCCCCCCC\C=C/CCCCCCCC(=O)O)CCCCCCCC\C=C/CCCCCCCC(=O)O.FC1=CC=C(C(=O)NC(C2=C(C=CC=C2)OC(C2=CC=C(C=C2)F)=O)=O)C=C1 4-fluoro-N-((4-fluorobenzoyloxy)benzoyl)benzamide propane-1,2-diyldioleate